SCCNC(OCC[Si](C)(C)C)=O 2-(trimethylsilyl)ethyl (2-sulphanylethyl)carbamate